(R)-N4-(3-chloro-2-fluorophenyl)-7-((1,3-dimethylpyrrolidin-3-yl)ethynyl)quinazoline-4,6-diamine ClC=1C(=C(C=CC1)NC1=NC=NC2=CC(=C(C=C12)N)C#C[C@@]1(CN(CC1)C)C)F